ClC1=NC2=CC=CC=C2C(=N1)N(C)C1=CC=C(C=C1)F 2-chloro-N-(4-fluorophenyl)-N-methylquinazolin-4-amine